tert-Butyl (1RS,6SR)-5-((R*)-2-(5-chloropyridin-2-yl)-2-methylbenzo[d][1,3]dioxol-4-yl)-2,5-diazabicyclo[4.2.0]octane-2-carboxylate ClC=1C=CC(=NC1)[C@]1(OC2=C(O1)C=CC=C2N2CCN([C@@H]1CC[C@H]21)C(=O)OC(C)(C)C)C |o1:7,&1:20,23|